1,1,1,3,3,3-hexafluoropropan-2-yl (R or S)-1-((2-(trifluoromethyl) pyridin-3-yl) carbamoyl)-6-azaspiro[2.5]octane-6-carboxylate FC(C1=NC=CC=C1NC(=O)[C@@H]1CC12CCN(CC2)C(=O)OC(C(F)(F)F)C(F)(F)F)(F)F |o1:11|